N-((5-bromo-6-methoxypyridin-3-yl)methyl)ethanamine BrC=1C=C(C=NC1OC)CNCC